[Si].[Mo].[W] tungsten-molybdenum-silicon